1-[7-benzyloxy-5-fluoro-6-(1,1,4-trioxo-1,2,5-thiadiazolidin-2-yl)-2-naphthyl]-3-[2-[1-[1-(2,6-dioxo-3-piperidyl)-4-fluoro-3-methyl-2-oxo-benzimidazol-5-yl]-4-piperidyl]ethyl]urea C(C1=CC=CC=C1)OC1=C(C(=C2C=CC(=CC2=C1)NC(=O)NCCC1CCN(CC1)C1=C(C2=C(N(C(N2C)=O)C2C(NC(CC2)=O)=O)C=C1)F)F)N1S(NC(C1)=O)(=O)=O